NC=1C(=NC=CC1)C#CC1=C(C=NC=C1)OCCN(C(OC(C)(C)C)=O)CC tert-butyl [2-({4-[(3-aminopyridin-2-yl)ethynyl]pyridin-3-yl}oxy)ethyl]ethylcarbamate